4,4-dimethyl-6-(2-(neopentylamino)-7H-pyrrolo[2,3-d]pyrimidin-5-yl)-3,4-dihydroisoquinolin-1(2H)-one CC1(CNC(C2=CC=C(C=C12)C1=CNC=2N=C(N=CC21)NCC(C)(C)C)=O)C